2-(dicyclohexylphosphino)-2,4,6-triisopropylbiphenyl C1(CCCCC1)P(C1(C(=C(C=C(C1)C(C)C)C(C)C)C1=CC=CC=C1)C(C)C)C1CCCCC1